COC=1C=C2CCN(CC2=CC1OC)C=O 6,7-di-methoxy-3,4-dihydroisoquinoline-2(1H)-formaldehyde